C([C@H](O)C1=CC=CC=C1)(=O)O |r| (+/-)-DL-mandelic acid